COC=1C(=CC(=C(C1)N1CCN(CCC1)C)C)[N+](=O)[O-] 1-(5-methoxy-2-methyl-4-nitrophenyl)-4-methyl-1,4-diazepane